CC=1C=C(CONC(=O)C2=NC(=CN=C2)C2=CC=C(C=C2)OCC)C=C(C1)C N-((3,5-dimethylbenzyl)oxy)-6-(4-ethoxyphenyl)pyrazine-2-carboxamide